5-[7-[(1-Methyl-4-piperidyl)amino]-5-oxa-2-azaspiro[3.4]octan-2-yl]-5-[4-[4-(trifluoromethoxy)phenoxy]phenyl]hexahydropyrimidine-2,4,6-trione CN1CCC(CC1)NC1COC2(CN(C2)C2(C(NC(NC2=O)=O)=O)C2=CC=C(C=C2)OC2=CC=C(C=C2)OC(F)(F)F)C1